(1s,2R,3R,4s)-4-{2-[2-(Azetidin-1-yl)quinolin-7-yl]ethyl}-3-[(tert-butyldiphenylsilyl)oxy]-2-fluorocyclopentan-1-ol N1(CCC1)C1=NC2=CC(=CC=C2C=C1)CC[C@@H]1[C@H]([C@@H]([C@H](C1)O)F)O[Si](C1=CC=CC=C1)(C1=CC=CC=C1)C(C)(C)C